C(CCC)C1CS(C2=C(N(C1)C1=CC=C(C=C1)F)C=C(C(=C2)O\C=C(\C(=O)OCC)/F)SC)(=O)=O ethyl (Z)-3-((3-butyl-5-(4-fluorophenyl)-7-(methylthio)-1,1-dioxido-2,3,4,5-tetrahydro-1,5-benzothiazepine-8-yl) oxy)-2-fluoroacrylate